[4-[[3-(2,3-difluoro-4-methoxy-phenyl)imidazo[1,2-a]pyrazin-8-yl]amino]-2-methyl-phenyl]-[4-[rac-(2R,4S)-4-hydroxy-pyrrolidine-2-carbonyl]piperazin-1-yl]methanone FC1=C(C=CC(=C1F)OC)C1=CN=C2N1C=CN=C2NC2=CC(=C(C=C2)C(=O)N2CCN(CC2)C(=O)[C@@H]2NC[C@H](C2)O)C |r|